COC1=CC=C(C=C1)CC(C(=O)C2=C(C=C(C=C2)OC)OC)O The molecule is a member of the class of dihydrochalcones that is the 2'-O-methyl derivative of odoratol. It has a role as a plant metabolite. It is a member of dihydrochalcones, a dimethoxybenzene, a secondary alcohol and a secondary alpha-hydroxy ketone. It derives from an odoratol.